NC1=CC=C(C=C1)C1=NC2=CC=C(C=C2N=C1C)N 2-(4-aminophenyl)-3-methylquinoxalin-6-amine